[Si](C1=CC=CC=C1)(C1=CC=CC=C1)(C(C)(C)C)OCC1=C(OC=2C=C(C=CC2OC)CO)C=CC=C1 (3-((((tert-butyldiphenylsilyl)oxy)methyl)phenoxy)-4-methoxyphenyl)methanol